O1N=C(C2=C1C=CC=C2)CS(=O)(=O)O (1,2-benzoxazol-3-yl)methanesulfonic acid